4-ethoxy-2-(4-(ethylsulfonyl)phenyl)-4-oxobutanoic acid C(C)OC(CC(C(=O)O)C1=CC=C(C=C1)S(=O)(=O)CC)=O